5-[2,3-difluoro-4-(3-methyl-1H-pyrazol-4-yl)phenyl]-1-methyl-imidazole-2-carboxamide FC1=C(C=CC(=C1F)C=1C(=NNC1)C)C1=CN=C(N1C)C(=O)N